CN1N=CC(=C1)C=1C=NN2C1C=C(C=C2)C2=CNC=1N=C(N=CC12)NC1=CC=NC=C1 5-(3-(1-methyl-1H-pyrazol-4-yl)pyrazolo[1,5-a]pyridin-5-yl)-N-(pyridin-4-yl)-7H-pyrrolo[2,3-d]pyrimidin-2-amine